2-(6-chloro-2-(ethylsulfonyl)pyrazolo[1,5-a]pyrimidin-3-yl)-3-methyl-6-(trifluoromethyl)-3H-imidazo[4,5-b]pyridine ClC=1C=NC=2N(C1)N=C(C2C2=NC=1C(=NC=C(C1)C(F)(F)F)N2C)S(=O)(=O)CC